1-(1-(2-((2-chloro-4-fluorophenyl)-amino)-5-methyl-pyrimidin-4-yl)-1H-pyrazol-4-yl)-3-(2-(3-chlorophenyl)-2-hydroxyethyl)urea ClC1=C(C=CC(=C1)F)NC1=NC=C(C(=N1)N1N=CC(=C1)NC(=O)NCC(O)C1=CC(=CC=C1)Cl)C